BrC=1C(=C(C=NC1)NC(CC)=O)C(OC)OC N-(5-bromo-4-(dimethoxymethyl)pyridin-3-yl)propionamide